ClC1=CC(=C(C=C1)N1N=NC(=C1)C#N)C1=NC=NC(=C1)OC 1-(4-chloro-2-(6-methoxypyrimidin-4-yl)phenyl)-1H-1,2,3-triazole-4-carbonitrile